C(\C=C\C(=O)O)(=O)O.NC1=C2C(=NC=N1)N(N=C2C2=CC(=C(C=C2)NC(OC(C)(C)C)=O)OC)CCN2CCC(CC2)N(C)C tert-butyl (4-(4-amino-1-(2-(4-(dimethylamino)piperidin-1-yl)ethyl)-1H-pyrazolo[3,4-d]pyrimidin-3-yl)-2-methoxyphenyl)carbamate, fumaric acid salt